C(C)(C)(C)OC(=O)N1C(C(CCC1)=O)CC1=C(C(=CC=C1)Br)F 2-[(3-bromo-2-fluoro-phenyl)methyl]-3-oxo-piperidine-1-carboxylic acid tert-butyl ester